5-(1-ethoxy-1-oxoprop-2-ylmethylene)hexahydrocyclopenta[C]pyrrole-2(1H)-carboxylic acid tert-butyl ester C(C)(C)(C)OC(=O)N1CC2C(C1)CC(C2)=CC(C(=O)OCC)C